4-cyano-2-((1R,3R,5S)-3-((5-cyclopropyl-3-(2-fluorophenyl)isoxazol-4-yl)methoxy)-8-azabicyclo[3.2.1]oct-8-yl)benzo[d]thiazole-6-carboxylic acid methyl ester COC(=O)C1=CC2=C(N=C(S2)N2[C@H]3CC(C[C@@H]2CC3)OCC=3C(=NOC3C3CC3)C3=C(C=CC=C3)F)C(=C1)C#N